Tetrapropyl-Ammonium Hydroxide [OH-].C(CC)[N+](CCC)(CCC)CCC